(R)-1-(3-(3-ethyl-4-acetylpiperazine-1-carbonyl)-4-fluorobenzyl)quinazoline-2,4(1H,3H)-dione C(C)[C@@H]1CN(CCN1C(C)=O)C(=O)C=1C=C(CN2C(NC(C3=CC=CC=C23)=O)=O)C=CC1F